4-{2-[5-bromo-2-(4-methoxy-2,3-dimethylbenzenesulfonamido)phenyl]ethynyl}isoquinoline-1-carboxylic acid BrC=1C=CC(=C(C1)C#CC1=CN=C(C2=CC=CC=C12)C(=O)O)NS(=O)(=O)C1=C(C(=C(C=C1)OC)C)C